trans-4-((3-(1-Isopropyl-1H-pyrazol-4-yl)phenyl)((trans-4-(4-methoxy-3-methylphenyl)cyclohexyl)methyl)carbamoyl)-cyclohexyl methylcarbamate CNC(O[C@@H]1CC[C@H](CC1)C(N(C[C@@H]1CC[C@H](CC1)C1=CC(=C(C=C1)OC)C)C1=CC(=CC=C1)C=1C=NN(C1)C(C)C)=O)=O